9-Formyl-N,N,4,7-tetramethyl-5-oxo-4,5-dihydroimidazo[1,5-a]quinazoline-3-carboxamide C(=O)C=1C=C(C=C2C(N(C=3N(C12)C=NC3C(=O)N(C)C)C)=O)C